4-(3-(1,1-difluoropropyl)phenyl)butanoic acid FC(CC)(F)C=1C=C(C=CC1)CCCC(=O)O